FC1=C(C(=O)O)C=C(C=C1)CN1C(NC(C2=C(C=CC=C12)F)=O)=O 2-fluoro-5-((5-fluoro-2,4-dioxo-3,4-dihydroquinazolin-1(2H)-yl)methyl)benzoic acid